4-[3-(4-bromo-3-methyl-phenoxy)propyl]-4-methyl-piperidine BrC1=C(C=C(OCCCC2(CCNCC2)C)C=C1)C